((2-(5-fluoro-6-(4-fluorophenyl)-4-(2-hydroxypropan-2-yl)pyridin-2-yl)tetrahydrofuran-2-yl)methyl)-5-methoxy-1H-pyrrolo[2,3-c]pyridine-2-carboxamide FC=1C(=CC(=NC1C1=CC=C(C=C1)F)C1(OCCC1)CN1C(=CC=2C1=CN=C(C2)OC)C(=O)N)C(C)(C)O